METHYL-METHACRYLATE COC(C(=C)C)=O